[Br-].C(CCCCCCCCCCCCCCC)C[N+](C)(C)CCCCCCCCCCCCCCCC cetyl-(cetyl)trimethylammonium bromide